4-(4,4-difluoropiperidin-1-yl)pyrimidin-2-amine FC1(CCN(CC1)C1=NC(=NC=C1)N)F